O1CCC(=CC1)C=1SC=C(N1)C(=O)[O-] 2-(3,6-dihydro-2H-pyran-4-yl)-1,3-thiazole-4-carboxylate